(E)-2,5-dibenzyl-3-phenylisoxazolidine C(C1=CC=CC=C1)N1OC(CC1C1=CC=CC=C1)CC1=CC=CC=C1